(benzyloxy)-N-(phenanthren-9-ylmethyl)-2-naphthylamine C(C1=CC=CC=C1)ON(CC=1C2=CC=CC=C2C=2C=CC=CC2C1)C1=CC2=CC=CC=C2C=C1